(2S)-2-[5-[4-[[4-[3-(2,4-dihydroxy-5-isopropyl-phenyl)-5-(ethylcarbamoyl)-1,2,4-triazol-4-yl]phenyl]methyl]piperazin-1-yl]-5-oxo-pentanoyl]oxypropanoic acid OC1=C(C=C(C(=C1)O)C(C)C)C1=NN=C(N1C1=CC=C(C=C1)CN1CCN(CC1)C(CCCC(=O)O[C@H](C(=O)O)C)=O)C(NCC)=O